4-((4-butylpiperazin-1-yl)methyl)-N-(4-methyl-3-(4-methyl-1H-imidazol-1-yl)phenyl)benzamide C(CCC)N1CCN(CC1)CC1=CC=C(C(=O)NC2=CC(=C(C=C2)C)N2C=NC(=C2)C)C=C1